N-((2-methoxy-5-(5-azaspiro[2.4]heptan-5-yl)phenyl)sulfonyl)-5-(1H-pyrazol-1-yl)-2-naphthamide COC1=C(C=C(C=C1)N1CC2(CC2)CC1)S(=O)(=O)NC(=O)C1=CC2=CC=CC(=C2C=C1)N1N=CC=C1